N-(4-chloro-2-(1-phenylethyl)phenyl)acetamide ClC1=CC(=C(C=C1)NC(C)=O)C(C)C1=CC=CC=C1